C(C)(C)(C)OC(C(C(=O)C1=CC(=C(C=C1)OCC1=CC=CC=C1)OCC1=CC=CC=C1)I)=O 3-(3,4-bis(benzyloxy)phenyl)-2-iodo-3-oxopropanoic acid tert-butyl ester